C(C)N1N=NC2=C1C=CC(=C2C)[C@@H]([C@H](C(=O)OC)C)C2=CC=C1CCNCC1=C2 methyl (2R,3S)-3-(1-ethyl-4-methyl-1H-benzo[d][1,2,3]triazol-5-yl)-2-methyl-3-(1,2,3,4-tetrahydroisoquinolin-7-yl)propanoate